BrC=1C=C(C2=C(C=C([C@H](O2)C(F)(F)F)C(=O)O)C1)C(F)F (S)-6-bromo-8-(difluoromethyl)-2-trifluoromethyl-2H-benzopyran-3-carboxylic acid